strontium silicate fluoride [F-].[Si]([O-])(O)(O)O.[Sr+2]